N-((5-chloro-6-(thiazol-4-ylmethoxy)-1H-indol-2-yl)methyl)-3-hydroxypropanamide ClC=1C=C2C=C(NC2=CC1OCC=1N=CSC1)CNC(CCO)=O